C(#N)C1=C[N+](=C(C=2CCCCC12)COC)[O-] 4-cyano-1-(methoxymethyl)-5,6,7,8-tetrahydroisoquinoline 2-oxide